2-((2-ethyl)benzyloxy)-N-(pyridin-3-yl)benzamide CCC(C1=CC=CC=C1)OC1=C(C(=O)NC=2C=NC=CC2)C=CC=C1